8-(6-fluoro-2-pyridyl)-2,3-dihydro-1,4-benzoxazepin-5-one FC1=CC=CC(=N1)C1=CC2=C(C(NCCO2)=O)C=C1